2-[3-(2,8-diazaspiro[4.5]dec-8-yl)-1,2,4-triazin-6-yl]-5-(1H-pyrazol-4-yl)phenol C1NCCC12CCN(CC2)C=2N=NC(=CN2)C2=C(C=C(C=C2)C=2C=NNC2)O